C[C@@H]1NC(NN=C1C1=CC(=C(C=C1)N1CCCCC1)C(F)(F)F)=O (5S)-5-methyl-6-[4-(piperidin-1-yl)-3-(trifluoromethyl)phenyl]-4,5-dihydro-1,2,4-triazin-3(2H)-one